(R)-4-((4-(ethyl(2-hydroxyethyl)amino)-1-(phenylthio)butan-2-yl)amino)-3-((trifluoromethyl)sulfonyl)benzenesulfonamide C(C)N(CC[C@H](CSC1=CC=CC=C1)NC1=C(C=C(C=C1)S(=O)(=O)N)S(=O)(=O)C(F)(F)F)CCO